C1C=CC=C(S1)C(=O)O 2,2-dithiobenzoic acid